C(C1=CC=CC=C1)C1=C(C=CC(=C1)C)S(=O)(=O)N benzyl-4-methylbenzenesulfonamide